N-methyl-4-[5-(trifluoromethyl)-1,2,4-oxadiazol-3-yl]thiobenzamide [1-methyl-2-(o-tolyl)propyl]2-[(3-acetoxy-4-methoxy-pyridine-2-carbonyl)amino]propanoate CC(C(C)C1=C(C=CC=C1)C)OC(C(C)NC(=O)C1=NC=CC(=C1OC(C)=O)OC)=O.CNC(C1=CC=C(C=C1)C1=NOC(=N1)C(F)(F)F)=S